CC1=CC(=C(C=C1)C1CC(C(O1)=O)=C)C=1C=NN(C1)C 5-(4-methyl-2-(1-methyl-1H-pyrazol-4-yl)phenyl)-3-methylenedihydrofuran-2(3H)-one